CC1=C(NC=C1)C=O 3-METHYL-1H-PYRROLE-2-CARBALDEHYDE